2-(chloromethyl)-1H-benzimidazole ClCC1=NC2=C(N1)C=CC=C2